(tert-butoxycarbonyl)(7-cyclopropyl-5-(4,4,5,5-tetramethyl-1,3,2-dioxaborolan-2-yl)-7H-pyrrolo[2,3-D]Pyrimidin-4-yl)carbamic acid tert-butyl ester C(C)(C)(C)OC(N(C=1C2=C(N=CN1)N(C=C2B2OC(C(O2)(C)C)(C)C)C2CC2)C(=O)OC(C)(C)C)=O